1-(3-aminopropyl)-1,3-dihydro-2H-benzo[d]imidazol-2-one NCCCN1C(NC2=C1C=CC=C2)=O